rel-2-fluoro-5-(2-methyl-1,3-thiazol-5-yl)-N-{2-[(2R)-1-methylpyrrolidin-2-yl]imidazo[1,2-a]pyridin-6-yl}benzamide FC1=C(C(=O)NC=2C=CC=3N(C2)C=C(N3)[C@@H]3N(CCC3)C)C=C(C=C1)C1=CN=C(S1)C |o1:15|